1,6-dipiperidinohexane N1(CCCCC1)CCCCCCN1CCCCC1